(R)-2-(2,6-difluorophenyl)-4-((4-(3-methyl-2-oxo-1-(tetrahydro-2H-pyran-4-yl)pyrrolidin-3-yl)phenyl)amino)-6,7-dihydro-5H-pyrrolo[3,4-d]pyrimidin-5-one FC1=C(C(=CC=C1)F)C=1N=C(C2=C(N1)CNC2=O)NC2=CC=C(C=C2)[C@@]2(C(N(CC2)C2CCOCC2)=O)C